5-(4-((5-Chloro-3-methyl-2,4-dioxo-1,2,3,4-tetrahydroquinazolin-7-yl)methyl)piperazin-1-yl)-N-ethyl-6-methylpicolinamide ClC1=C2C(N(C(NC2=CC(=C1)CN1CCN(CC1)C=1C=CC(=NC1C)C(=O)NCC)=O)C)=O